OC1=C(C=C(C2=CC=CC=C12)O)OC 1,4-dihydroxy-2-methoxynaphthalene